O1-benzyl O2-methyl (2S,4S)-4-aminopyrrolidine-1,2-dicarboxylate hydrochloride Cl.N[C@H]1C[C@H](N(C1)C(=O)OCC1=CC=CC=C1)C(=O)OC